(R)-(3-(1-amino-8-azaspiro[4.5]dec-8-yl)-6-(2,3-dichlorophenyl)-5-methylpyrazin-2-yl)(3-hydroxy-3-(trifluoromethyl)azetidin-1-yl)methanone N[C@@H]1CCCC12CCN(CC2)C=2C(=NC(=C(N2)C)C2=C(C(=CC=C2)Cl)Cl)C(=O)N2CC(C2)(C(F)(F)F)O